ClC=1C(=NC(=NC1)N[C@H]1CN(CC1)CC1CCNCC1)C1=CNC2=CC=CC=C12 (R)-5-chloro-4-(1H-indol-3-yl)-N-(1-(piperidin-4-ylmethyl)pyrrolidin-3-yl)pyrimidin-2-amine